FC=1C=C2N=CC=3N(C(N4CCS(C(=C2C34)C1C=1C=NN(C1)C)=O)=O)C 6-fluoro-2-methyl-7-(1-methyl-1H-pyrazol-4-yl)-9,10-dihydro-8-thia-2,4,10a-triazanaphtho[2,1,8-cde]azulen-1(2H)-one 8-oxide